BrC1=CC=C(C2=CC=CC=C12)C(C)=O 1-(4-bromonaphthalen-1-yl)ethanone